Cl.CN(C(\C=C\C)=O)C1=CC=C2CCNCC2=C1 (E)-N-methyl-N-(1,2,3,4-tetrahydroisoquinolin-7-yl)but-2-enamide hydrochloride